tris(hydroxypropyl)triazolylmethylamine OCCCN1N(N(C=C1CN)CCCO)CCCO